C(C)C(CCCC(=C)C)CC 6-ethyl-2-methyl-octene